5-{[(2,2-dimethylpropanoyl)amino]methyl}-N-[1-(5-methylpyridin-3-yl)-1H-indazol-4-yl]-2-(trifluoromethyl)benzamide CC(C(=O)NCC=1C=CC(=C(C(=O)NC2=C3C=NN(C3=CC=C2)C=2C=NC=C(C2)C)C1)C(F)(F)F)(C)C